BrCC(=O)[C@H]1CC[C@H]2[C@@H]3CC[C@@H]4CC(CC[C@@]4([C@H]3CC[C@]12C)C)(COC)O 2-bromo-1-((5R,8R,9S,10S,13S,14S,17S)-3-hydroxy-3-(methoxymethyl)-10,13-dimethylhexadecahydro-1H-cyclopenta[a]phenanthren-17-yl)ethan-1-one